C1(CC1)C(C1=CC2=C(N(C=N2)COCC[Si](C)(C)C)C=C1)C(C(=O)N)CC(F)(F)F (cyclopropyl(1-((2-(trimethylsilyl)ethoxy)methyl)-1H-benzo[d]imidazol-5-yl)methyl)-4,4,4-trifluorobutanamide